Cl.N1=C(C=CC=C1)C(=O)NC1=CC2=C(SC(=C2)/C=C/C(=O)O)C=C1 (E)-3-(5-(picolinamido)benzo[b]thiophen-2-yl)acrylic acid hydrochloride